C(C)N1C2=CC=CC=C2C=2C=C(C=CC12)N1N=NC(=C1C1=CC=CC=C1)C(O)C1=CC=C(C=C1)OC (1-(9-ethyl-9H-carbazol-3-yl)-5-phenyl-1H-1,2,3-triazol-4-yl)(4-methoxyphenyl)methanol